FC(C(=O)O)(F)F.NCCC=1C(N(C2=CC=CC=C2C1)CC)=O 3-(2-Aminoethyl)-1-ethylquinolin-2(1H)-one trifluoroacetate